4-Chloro-6-phenylpyrimidin-2-amine ClC1=NC(=NC(=C1)C1=CC=CC=C1)N